4-(3-(dimethylamino)propoxy)-2-fluorobenzaldehyde CN(CCCOC1=CC(=C(C=O)C=C1)F)C